1,2,3-trichloropropylene ClC=C(CCl)Cl